OC1=CC=C(C=C1)C1CC(=NN1C1=CC=CC=C1)C1=CC(OC2=CC=CC=C12)=O 4-(5-(4-Hydroxyphenyl)-1-phenyl-4,5-dihydro-1H-pyrazol-3-yl)chromen-2-one